N1CCC(CC1)OC1=NC(=CC=C1)C(F)(F)F 2-(piperidin-4-yloxy)-6-(trifluoromethyl)pyridine